4-(6-(4-chlorophenyl)-2-(pyridin-3-yl)pyrimidin-4-yl)-2,6-dimethylmorpholine ClC1=CC=C(C=C1)C1=CC(=NC(=N1)C=1C=NC=CC1)N1CC(OC(C1)C)C